NC1=NC=NC=2N(C3=C(C=C(C=C3C21)Cl)OC)CC(=O)O 2-(4-amino-6-chloro-8-methoxy-9H-pyrimido[4,5-b]indol-9-yl)acetic acid